3-Caffeoyl-1-hydroxybutane C(\C=C\C1=CC(O)=C(O)C=C1)(=O)C(CCO)C